4-pregnene-20,21-diol-3,11-dione C(C([C@H]1CC[C@H]2[C@@H]3CCC4=CC(CC[C@]4(C)[C@H]3C(C[C@]12C)=O)=O)O)O